FC=1C(=NC(=NC1)N1CCC(CC1)C(=O)N1OCC[C@H]1C=1C=NC=NC1)OCC#N 2-[5-Fluoro-2-[4-[(3S)-3-pyrimidin-5-ylisoxazolidine-2-carbonyl]-1-piperidyl]pyrimidin-4-yl]oxyacetonitrile